1-fluoro-6-isopropyl-quinoline iodine salt [I].FN1CC=CC2=CC(=CC=C12)C(C)C